methyl 6,7-dibromoisoquinoline-3-carboxylate BrC=1C=C2C=C(N=CC2=CC1Br)C(=O)OC